4-(3,4-dihydroisoquinolin-2(1H)-yl)-1H-1,2,3-triazole C1N(CCC2=CC=CC=C12)C=1N=NNC1